2-(2,6-dioxo-3-piperidyl)-5-[4-[[4-fluoro-4-[[(2S)-2-methylpiperazin-1-yl]methyl]-1-piperidyl]methyl]-1-piperidyl]isoindoline-1,3-dione O=C1NC(CCC1N1C(C2=CC=C(C=C2C1=O)N1CCC(CC1)CN1CCC(CC1)(CN1[C@H](CNCC1)C)F)=O)=O